Tert-butyl 3-(((1R,2S)-2-(((tert-butyldiphenylsilyl) oxy) methyl) cyclopropyl) methoxy)-2,2-dimethylpropionate [Si](C1=CC=CC=C1)(C1=CC=CC=C1)(C(C)(C)C)OC[C@@H]1[C@@H](C1)COCC(C(=O)OC(C)(C)C)(C)C